CCCCCC(CCCCC)OP(OC(CCCCC)CCCCC)(O)=O bis(undecan-6-yl)-phosphoric acid